1-((2-(4-chlorophenyl)-4,4-dimethylcyclohexan-1-enyl)methyl)piperazine dihydrochloride Cl.Cl.ClC1=CC=C(C=C1)C1=C(CCC(C1)(C)C)CN1CCNCC1